2-chloro-5-(trifluoromethoxy)pyridine ClC1=NC=C(C=C1)OC(F)(F)F